C(C=C)OC1CC(C1)CCC1=NC2=NC=CC=C2C=C1 2-(2-((1S,3R)-3-(allyloxy)cyclobutyl)ethyl)-1,8-naphthyridine